[8-(1-octylnonoxy)-8-oxo-octyl] (2S,4S)-1-[7,7-dimethyl-8-oxo-8-(4-pentylnonoxy) octyl]-4-[3-(1,4-oxazepan-4-yl)propanoyloxy]pyrrolidine-2-carboxylate CC(CCCCCCN1[C@@H](C[C@@H](C1)OC(CCN1CCOCCC1)=O)C(=O)OCCCCCCCC(=O)OC(CCCCCCCC)CCCCCCCC)(C(OCCCC(CCCCC)CCCCC)=O)C